(Z)-Methyl 3-(((4-((2-(4-cyanopiperidin-1-yl)ethoxy)carbamoyl)phenyl)amino)(phenyl)methylene)-5-methyl-2-oxoindoline-6-carboxylate C(#N)C1CCN(CC1)CCONC(=O)C1=CC=C(C=C1)N\C(=C\1/C(NC2=CC(=C(C=C12)C)C(=O)OC)=O)\C1=CC=CC=C1